C[Si](=CC=1C(C2=CC=CC=C2C1)C1C=C(C2=CC=CC=C12)CCCC)C dimethylsilanediyl-(3-butyl-1H-inden-1-yl)(2-methyl-1H-indene)